tert-Butyl 3-(4-bromophenyl)-2,6-dioxopiperidine-1-carboxylate BrC1=CC=C(C=C1)C1C(N(C(CC1)=O)C(=O)OC(C)(C)C)=O